2-(4-bromopyridin-2-yl)-5-methyloxazole BrC1=CC(=NC=C1)C=1OC(=CN1)C